N-{4-[5-(1-benzyl-1H-pyrazol-4-yl)-1H-indol-2-yl]phenyl}-1-(phenylacetyl)-L-prolinamide C(C1=CC=CC=C1)N1N=CC(=C1)C=1C=C2C=C(NC2=CC1)C1=CC=C(C=C1)NC([C@H]1N(CCC1)C(CC1=CC=CC=C1)=O)=O